4-(hydroxymethyl)-5-isopropyl-1,3-dioxol-2-one OCC=1OC(OC1C(C)C)=O